3-(3-chloropropyl)-1-(4-methoxybenzyl)-1H-4,2,1-benzooxathiazine 2,2-dioxide ClCCCC1S(N(C2=C(O1)C=CC=C2)CC2=CC=C(C=C2)OC)(=O)=O